(R)-4-((1-(3-(difluoromethyl)-2-fluorophenyl)ethyl)amino)-6-(1-(hydroxymethyl)cyclopropyl)-2-methylpyrido[3,4-d]pyridazine-1,7(2H,6H)-dione FC(C=1C(=C(C=CC1)[C@@H](C)NC1=NN(C(C=2C1=CN(C(C2)=O)C2(CC2)CO)=O)C)F)F